FC(OC1=NC(=NN2C1=C(C=C2)C=2C=C1C=CC=NC1=CC2)N[C@@H]2[C@@H](CN(CC2)C2(COC2)C)F)F 4-(difluoromethoxy)-N-((3R,4S)-3-fluoro-1-(3-methyloxetan-3-yl)piperidin-4-yl)-5-(quinolin-6-yl)pyrrolo[2,1-f][1,2,4]triazin-2-amine